5-bromo-4-methyl-2-(pyrimidin-2-yloxymethyl)thiazole BrC1=C(N=C(S1)COC1=NC=CC=N1)C